BrC=1N=C(C=2N(C1)N=CN2)NC2=CC=C(C=C2)N2CCN(CC2)C 6-bromo-N-(4-(4-methylpiperazin-1-yl)phenyl)-[1,2,4]triazolo[1,5-a]pyrazin-8-amine